ClCC1=C(C(=CC(=C1)F)S(=O)(=O)C)F 1-(chloromethyl)-2,5-difluoro-3-methanesulfonylbenzene